(4aR,8S)-6-[3-[2-(3-Methoxy-2-methylphenyl)ethynyl]azetidine-1-carbonyl]-4,4a,5,7,8,8a-hexahydropyrido[4,3-b][1,4]oxazin-3-one COC=1C(=C(C=CC1)C#CC1CN(C1)C(=O)N1C[C@@H]2C(OCC(N2)=O)CC1)C